6,7-dichloro-5-(2,6-difluorophenyl)-1,3-dihydro-1,4-benzodiazepine-2-thione ClC1=C(C=CC2=C1C(=NCC(N2)=S)C2=C(C=CC=C2F)F)Cl